bis[1,3-bis(trimethylsilyl)cyclopentadiene] zirconium dichloride [Cl-].[Cl-].[Zr+2].C[Si](C1=CC(=CC1)[Si](C)(C)C)(C)C.C[Si](C1=CC(=CC1)[Si](C)(C)C)(C)C